C1(CCCC1)S(=O)(=O)C=1C=C(C=CC1)NC(C1=C(N=C(C=C1)F)N1CCC2(CC2)CC1)=O N-(3-(cyclopentylsulfonyl)phenyl)-6-fluoro-2-(6-azaspiro[2.5]octan-6-yl)nicotinamide